C(C)(C)(C)N1CCC(CC1)N1C2=C(N(C(C1=O)=O)CC(C)C)C=CC=N2 tert-Butyl-4-(1-isobutyl-2,3-dioxo-2,3-dihydropyrido[2,3-b]pyrazin-4(1H)-yl)piperidin